mercaptopropionyl-amide zinc [Zn+2].SCCC(=O)[NH-].SCCC(=O)[NH-]